C(#N)C1=CC=C(C=C1)C[C@H](C(=O)OCC1=CC=CC=C1)O benzyl (2R)-3-(4-cyanophenyl)-2-hydroxypropionate